FC1=C(N)C=C(C=C1)OC1=C(C=C(C=C1)[N+](=O)[O-])OC 2-fluoro-5-(2-methoxy-4-nitrophenoxy)aniline